C(C)(C)(C)S(=O)N[C@H](C)C=1C=C(C=C2C(N(C(=NC12)C=1C=NC(=NC1)C)C)=O)C 8-[(R)-1-(tert-butylsulfinylamino)ethyl]-3-methyl-6-methyl-2-(2-methyl-5-pyrimidinyl)-4(3H)-quinazolinone